N-(2-chloro-4-fluorobenzyl)ethanamine ClC1=C(CNCC)C=CC(=C1)F